OCC1=CN=NN1CC1=CC=C(CN2C(NC3=C2C=CC=C3)=O)C=C1 (4-((5-(hydroxymethyl)-1H-1,2,3-triazol-1-yl)methyl)benzyl)-1,3-dihydro-2H-benzo[d]imidazol-2-one